C1(=CC=CC=C1)C=1N=CN(C1)C(=O)NCCC1(CC1)C(F)(F)F 4-Phenyl-N-(2-(1-(trifluoromethyl)cyclopropyl)ethyl)-1H-imidazole-1-carboxamide